NC1=CC=C(C(=O)[O-])C=C1.[Al+3].NC1=CC=C(C(=O)[O-])C=C1.NC1=CC=C(C(=O)[O-])C=C1 aluminum para-aminobenzoate